rel-(1S,4R)-2-(((5-(trifluoromethyl)pyridin-2-yl)methyl)amino)-2-azabicyclo[2.2.1]heptan-3-one FC(C=1C=CC(=NC1)CNN1[C@H]2CC[C@@H](C1=O)C2)(F)F |o1:11,14|